4-(cyclopentyloxy)-2-((1-(methylsulfonyl)piperidin-4-yl)amino)pyrimidine-5-carbonitrile C1(CCCC1)OC1=NC(=NC=C1C#N)NC1CCN(CC1)S(=O)(=O)C